(R)-4-methyl-6-(4-((4-(4-methyl-1-oxo-1,3-dihydroisobenzofuran-5-yl)-1,1-dioxo-1,2,5-thiadiazolidin-2-yl)methyl)-1H-pyrazol-1-yl)pyridine-3-carbonitrile CC1=C(C=NC(=C1)N1N=CC(=C1)CN1S(N[C@@H](C1)C=1C(=C2COC(C2=CC1)=O)C)(=O)=O)C#N